FC=1C=CC(=C(C1)C#C[C@@H](C)O)C1=NC(=NO1)C1=CC=C(C=C1)C=1N(C=C(N1)C(F)(F)F)C (R)-4-(5-fluoro-2-(3-(4-(1-methyl-4-(trifluoromethyl)-1H-imidazol-2-yl)phenyl)-1,2,4-oxadiazol-5-yl)phenyl)but-3-yn-2-ol